((S)-2-(9-(2-((4-((2-aminophenyl)carbamoyl)phenyl)amino)-2-oxoethoxy)nonanamido)-3,3-dimethylbutanoyl)-4-hydroxy-N-(4-(4-methylthiazol-5-yl)benzyl)pyrrolidine-2-carboxamide NC1=C(C=CC=C1)NC(=O)C1=CC=C(C=C1)NC(COCCCCCCCCC(=O)N[C@H](C(=O)N1C(CC(C1)O)C(=O)NCC1=CC=C(C=C1)C1=C(N=CS1)C)C(C)(C)C)=O